FC(CN1N=C(C2=CC=C(C=C12)C1CCN(CC1)CC1=CC(=CC=C1)S(=O)(=O)N1CCC(CC1)NC1=NC=C(C=N1)C(F)(F)F)N1C(NC(CC1)=O)=O)(F)F 1-(1-(2,2,2-trifluoroethyl)-6-(1-(3-((4-((5-(trifluoromethyl)pyrimidin-2-yl)amino)-piperidin-1-yl)sulfonyl)benzyl)-piperidin-4-yl)-1H-indazol-3-yl)dihydropyrimidine-2,4(1H,3H)-dione